1-(4-(3-chloro-8-(2-cyclopropylphenyl)-2-(2-fluorophenyl)-7-methyl-1,6-naphthyridin-5-yl)-1-piperazinyl)-2-propen-1-one ClC=1C(=NC2=C(C(=NC(=C2C1)N1CCN(CC1)C(C=C)=O)C)C1=C(C=CC=C1)C1CC1)C1=C(C=CC=C1)F